C1(CCCCCC1)NCC1=C2C(=NC(=C1)C(=O)NC1=CC(=CC=C1)C1(CC(C1)C)C1=NN=CN1C)C=CN2 7-((cycloheptylamino)methyl)-N-(3-((1s,3s)-3-methyl-1-(4-methyl-4H-1,2,4-triazol-3-yl)cyclobutyl)phenyl)-1H-pyrrolo[3,2-b]pyridine-5-carboxamide